6-chloro-N-(3-ethoxyisothiazol-4-yl)-1H-indole-3-sulfonamide ClC1=CC=C2C(=CNC2=C1)S(=O)(=O)NC=1C(=NSC1)OCC